ClC=1C(=NC=C(N1)NC1=NNC(=C1)OC(F)F)C#N 3-chloro-5-((5-(difluoromethoxy)-1H-pyrazol-3-yl)amino)pyrazine-2-carbonitrile